4'-bromo-2-phenylspiro[cyclopenta[2,1-b:3,4-b']dipyridine-5,9'-fluorene] BrC1=CC=CC=2C3(C4=CC=CC=C4C12)C=1C(=NC=CC1)C1=NC(=CC=C13)C1=CC=CC=C1